1-{2-(2-cyclopropoxy-4-fluorobenzoyl)-2-aza-6-spiro[3.3]heptyl}-5-(o-fluorophenyl)-2-methyl-1,2-dihydro-3H-pyrazol-3-one C1(CC1)OC1=C(C(=O)N2CC3(C2)CC(C3)N3N(C(C=C3C3=C(C=CC=C3)F)=O)C)C=CC(=C1)F